7-methoxy-4-vinyl-1,2-dihydronaphthalene COC1=CC=C2C(=CCCC2=C1)C=C